O=C1NC(CCC1N1C(C2=CC(=CC(=C2C1=O)F)CNC1=C(C=C(C(=C1)OC)NC1=NC=CC(=N1)C1=CN(C2=CC=CC=C12)C)[N+](=O)[O-])=O)=O 2-(2,6-dioxopiperidin-3-yl)-4-fluoro-6-(((5-methoxy-4-((4-(1-methyl-1H-indole-3-yl)pyrimidin-2-yl)amino)-2-nitrophenyl)amino)methyl)isoindoline-1,3-dione